1-[5-[(3R)-3-amino-5-[(4-chlorophenyl)methyl]-8-fluoro-1,1,4-trioxo-2,3-dihydro-1lambda6,5-benzothiazepin-7-yl]-1,3,4-oxadiazol-2-yl]-4-methyl-piperidine-4-carbonitrile N[C@H]1CS(C2=C(N(C1=O)CC1=CC=C(C=C1)Cl)C=C(C(=C2)F)C2=NN=C(O2)N2CCC(CC2)(C#N)C)(=O)=O